ethyl (S)-1-(4-(3-(tert-butoxy)-2-((tert-butoxy-carbonyl)amino)-3-oxopropyl)phenyl)-1H-imidazole-4-carboxylate C(C)(C)(C)OC([C@H](CC1=CC=C(C=C1)N1C=NC(=C1)C(=O)OCC)NC(=O)OC(C)(C)C)=O